N-(2-morpholinoethyl)pyrazine-2-carboxamide O1CCN(CC1)CCNC(=O)C1=NC=CN=C1